COC=1C=C(C=CC1OC)C1=NC(=NO1)C1CCN(CC1)C(=O)OC(C)(C)C tert-butyl 4-[5-(3,4-dimethoxyphenyl)-1,2,4-oxadiazol-3-yl]piperidine-1-carboxylate